C1(CCCC1)N1CC(CC1=O)NC(=S)NC1=C(C=CC(=C1)Cl)Cl 1-(1-cyclopentyl-5-oxopyrrolidin-3-yl)-3-(2,5-dichlorophenyl)thiourea